2-(2-((2-(bis(3-methoxyphenylmethyl)amino)thiazol-4-yl)methoxy)ethoxy)ethanol COC=1C=C(C=CC1)CN(C=1SC=C(N1)COCCOCCO)CC1=CC(=CC=C1)OC